tert-butyl 4-[(methanesulfonyloxy)methyl]piperidine-1-carboxylate CS(=O)(=O)OCC1CCN(CC1)C(=O)OC(C)(C)C